1,4-dioxacycloheptadecan-2,3-dione O1C(C(OCCCCCCCCCCCCC1)=O)=O